10-chloro-2-ethylphenanthro[4,3-d]thiazole ClC1=CC=2C3=C(C=CC2C=C1)C=CC1=C3N=C(S1)CC